FC=1C=C(C=CC1C)[C@H](C)N1N=C(C=C1C(=O)N)C(=O)NC 1-((S)-1-(3-fluoro-4-methylphenyl)ethyl)-N3-methyl-1H-pyrazole-3,5-dicarboxamide